FC=1C(=NC=CC1)CNC1CCOC2=CC(=CC=C12)C=1C=NN(C1)C N-((3-fluoropyridin-2-yl)methyl)-7-(1-methyl-1H-pyrazol-4-yl)chroman-4-amine